C(CO)(=O)O.C(CCCCCCC\C=C/CCCCCCCC)OCCCCCCCC\C=C/CCCCCCCC oleyl ether glycolate